ClC1=C(C=CC(=C1)OC1=CC=C(C=C1)Cl)[C@@]1(OC[C@@H](O1)C)C1=NN(C=N1)C (2S,4S)-2-[2-chloro-4-(4-chlorophenoxy)phenyl]-4-methyl-1,3-dioxolan-2-yl-[methyl]-1H-1,2,4-triazole